The molecule is a hydroxypyridine that is pyridine substituted by hydroxy groups at positions 2 and 5 and chloro groups at positions 3 and 6. It is a metabolite of the agrochemical chlorpyrifos. It has a role as a bacterial xenobiotic metabolite. It is a chloropyridine and a hydroxypyridine. It is a conjugate acid of a 3,6-dichloropyridine-2,5-diol(1-). C1=C(C(=O)NC(=C1O)Cl)Cl